C1(CC1)OC1=CN=CC(=N1)NC=1C(=NOC1C1=CC=C(C(=N1)C)NC(=O)C1C(CCCC1)C(=O)O)C 2-((6-(4-((6-cyclopropoxypyrazin-2-yl)amino)-3-methylisoxazol-5-yl)-2-methylpyridin-3-yl)carbamoyl)cyclohexane-1-carboxylic acid